C(C)OC(=O)C=1C=CC=2N(N1)C=CC2 ethylpyrrolo[1,2-b]pyridazine-2-carboxylate